C(C1=CC=CC=C1)(C1=CC=CC=C1)N1CCC2(CCN(C2)C(=O)C=2C=C3CN(C(C3=CC2)=O)C2C(NC(CC2)=O)=O)CC1 3-(5-(8-benzhydryl-2,8-diazaspiro[4.5]decane-2-carbonyl)-1-oxoisoindolin-2-yl)piperidine-2,6-dione